5-(5-(4-(N-methylpiperidin-4-ylamino)phenylamino)-1H-pyrazol-3-yl)thiophene-3-carbonitrile CN(C1=CC=C(C=C1)NC1=CC(=NN1)C1=CC(=CS1)C#N)C1CCNCC1